C(C1=CC=CC=C1)OCN1C(C=CC1=O)=O ((benzyloxy)methyl)-1H-pyrrole-2,5-dione